FC1=C(C=C(C=C1)SC=1C(=C2C=CNC2=C(C1F)F)F)C=1NC=C(N1)[C@]1(CCOC2=C(C=CC=C12)CCC(=O)O)C 3-[(4S)-4-[2-[2-fluoro-5-[(4,6,7-trifluoro-1H-indol-5-yl)sulfanyl]phenyl]-1H-imidazol-4-yl]-4-methyl-chroman-8-yl]propanoic acid